N-[(1R)-1-[2-(4-chloro-1-piperidyl)-6-methyl-4-oxo-chromen-8-yl]ethyl]-2-methyl-propane-2-sulfinamide ClC1CCN(CC1)C=1OC2=C(C=C(C=C2C(C1)=O)C)[C@@H](C)NS(=O)C(C)(C)C